4-((1-((1-(2-(2,6-Dioxopiperidin-3-yl)-1,3-dioxoisoindolin-5-yl)azetidin-3-yl)methyl)piperidin-4-yl)methyl)piperidine O=C1NC(CCC1N1C(C2=CC=C(C=C2C1=O)N1CC(C1)CN1CCC(CC1)CC1CCNCC1)=O)=O